BrC1=C(C=CC(=C1)F)CC 2-bromo-1-ethyl-4-fluoro-benzene